C(#N)C=1C=C(C=C(C1N[C@@H](CSC1=CC=C(C=C1)F)[C@@H](CN(C)C)OC)F)S(=O)(=O)NC(=O)[C@@]1(OCCCC1)C (R)-N-((3-cyano-4-(((2R,3R)-4-(dimethylamino)-1-((4-fluorophenyl)thio)-3-methoxybutan-2-yl)amino)-5-fluorophenyl)sulfonyl)-2-methyltetrahydro-2H-pyran-2-carboxamide